C1(=CC=C(C=C1)OC1=NC=C(C(=O)N)C=C1)C 6-(p-tolyloxy)nicotinamide